C1(=CC=CC=C1)[Se]CC1N=C(CC1)C=1SC=CC1 2-((phenylseleno)methyl)-5-(thien-2-yl)-3,4-dihydro-2H-pyrrole